2,4,6-trimethyl-benzoyl-trimethylphosphine oxide CC1=C(C(=O)CP(C)(C)=O)C(=CC(=C1)C)C